2-chloro-5-fluorophenylboronic acid ClC1=C(C=C(C=C1)F)B(O)O